NC=1C2=C(N=CN1)N(C=C2C2CC2)[C@H]2[C@@H]([C@@H]([C@H](C2)CNCCCNCCC2=CC=CC=C2)O)O (1R,2S,3R,5R)-3-(4-Amino-5-cyclopropyl-7H-pyrrolo[2,3-d]pyrimidin-7-yl)-5-(((3-(phenethylamino)propyl)amino)methyl)cyclopentane-1,2-diol